N1=C(CCC1)C=1C=NC=CC1 3-(4,5-dihydro-3H-pyrrol-2-yl)pyridine